C[Si](CCOCN1N=C2C(=CC=CC2=C1)C(=O)O)(C)C 2-{[2-(trimethylsilyl)ethoxy]Methyl}indazole-7-carboxylic acid